CC1CC2C(CN1CC2)=O 6-methyl-quinuclidin-3-one